tert-butyl-({[5-fluoro-1-methanesulfonyl-3-(2-methylpropoxy)-4H-cyclopenta[c]thiophen-6-yl]oxy})dimethylsilane C(C)(C)(C)[Si](C)(C)OC1=C(CC=2C1=C(SC2OCC(C)C)S(=O)(=O)C)F